1-(Methylimino)-2,3,4,5-tetrahydro-1H-1λ4-benzo[f][1,4]thiazepine CN=S1CCNCC2=C1C=CC=C2